cis-3-hexadecene-1,16-dicarboxylic anhydride C1C\C=C/CCCCCCCCCCCCC(=O)OC1=O